(R)-3-(2-methoxy-4-(trifluoromethyl)phenyl)-4-methyl-6-(piperidin-3-ylthio)pyridazine COC1=C(C=CC(=C1)C(F)(F)F)C=1N=NC(=CC1C)S[C@H]1CNCCC1